BrC1=CC(=C2C=NC(=NN21)N[C@H]2[C@@H](CN(CC2)C(=O)OC(C)(C)C)O)F tert-butyl (3r,4r)-4-({7-bromo-5-fluoropyrrolo[2,1-f][1,2,4]triazin-2-yl} amino)-3-hydroxypiperidine-1-carboxylate